C(C)(=O)N Acetamidat